FC1=CC=C(C=C1)[C@@H](CO)NC1=CC(=NC=C1C1=NC(=NO1)C12CCN(CC1)CC2)NC2=CC=C1C(=N2)CN(C1=O)C (S)-2-((4-((1-(4-fluorophenyl)-2-hydroxyethyl)amino)-5-(3-(quinuclidin-4-yl)-1,2,4-oxadiazol-5-yl)pyridin-2-yl)amino)-6-methyl-6,7-dihydro-5H-pyrrolo[3,4-b]pyridin-5-one